5-methoxy-2-(6-methylpyridin-2-yl)-N-(pyridin-4-yl)pyrimidin-4-amine COC=1C(=NC(=NC1)C1=NC(=CC=C1)C)NC1=CC=NC=C1